Tri(furan-2-yl)methanol O1C(=CC=C1)C(O)(C=1OC=CC1)C=1OC=CC1